acetoacetic acid (1-benzyl-3-piperidyl) ester C(C1=CC=CC=C1)N1CC(CCC1)OC(CC(=O)C)=O